(2,4-dichlorophenyl)-3-(thiophen-2-yl)-1,2,4-oxadiazole-5-carboxamide ClC1=C(C=CC(=C1)Cl)NC(=O)C1=NC(=NO1)C=1SC=CC1